1-(phenanthridin-6-yl)-N5-(3-fluoro-4-(4-cyclopentylpiperazin-1-yl)phenyl)-1H-1,2,4-triazole-3,5-diamine C1=CC=CC2=NC(=C3C=CC=CC3=C12)N1N=C(N=C1NC1=CC(=C(C=C1)N1CCN(CC1)C1CCCC1)F)N